2,4,6-trimethylbenzoyl-diphenoxyphosphine oxide CC1=C(C(=O)P(OC2=CC=CC=C2)(OC2=CC=CC=C2)=O)C(=CC(=C1)C)C